ethyl 6-fluoro-8-(hydroxymethyl-d2)-2-trifluoromethyl-2H-benzopyran-3-carboxylate FC=1C=C(C2=C(C=C(C(O2)C(F)(F)F)C(=O)OCC)C1)C([2H])([2H])O